tertiary butyl 4-(1-(4-amino-2-fluorophenyl)piperidin-4-yl)piperazin-1-carboxylate NC1=CC(=C(C=C1)N1CCC(CC1)N1CCN(CC1)C(=O)OC(C)(C)C)F